FC1=C(C=CC=C1)N1C=NC=C1 1-(2-fluorophenyl)-1H-imidazole